4-methyl-2-(2-methylpropyl)-2-butene-1-ol CCC=C(CO)CC(C)C